C1=CC=CC=2OC3=C(OC21)C=CC=C3 diBenzodioxin